COC1=C(C=C(C(=C1)N1CCOCC1)[N+](=O)[O-])NC=1NC(C(=CN1)C(=O)OC(C)C)=O isopropyl 2-((2-methoxy-4-morpholinyl-5-nitrophenyl) amino)-6-oxo-1,6-dihydropyrimidine-5-carboxylate